C(C1=CC=CC=C1)C=1C(=C(C(=CC1)N)N)CC1=CC=CC=C1 dibenzylbenzene-1,2-diamine